C(\C=C/C(=O)O)(=O)O.C(C=CC)#N but-2-enenitrile maleate